(1-carbamoyl-cyclopropyl)(methyl)carbamic acid tert-butyl ester C(C)(C)(C)OC(N(C)C1(CC1)C(N)=O)=O